C(C)(C)(C)OC(=O)NC=1C=NC(=NC1)C=1C=NN(C1NC(O[C@H](C)C=1C(=NC=C(C1)F)F)=O)C (R)-1-(2,5-difluoropyridin-3-yl)ethyl (4-(5-((tert-butoxycarbonyl)amino)pyrimidin-2-yl)-1-methyl-1H-pyrazol-5-yl)carbamate